C([C@@H](C(=O)O)NC(=O)CN)O The molecule is a dipeptide composed of glycine and L-serine joined by a peptide linkage. It has a role as a metabolite. It derives from a glycine and a L-serine.